3-(4-bromo-1,3-thiazole-5-carbonyl)-1H-pyrazole-5-carbonitrile BrC=1N=CSC1C(=O)C1=NNC(=C1)C#N